8-((2-Hydroxyethyl)amino)-1,3-dimethyl-7-(3-phenoxybenzyl)-3,7-dihydro-1H-purine-2,6-dione OCCNC1=NC=2N(C(N(C(C2N1CC1=CC(=CC=C1)OC1=CC=CC=C1)=O)C)=O)C